ClC=1C(=C2C(=NC1C)CN(C2)C(=O)[C@H]2CN(CC2)C=2C=NC(=CC2)NC)C (3-chloro-2,4-dimethyl-5,7-dihydropyrrolo[3,4-b]pyridin-6-yl)-[(3R)-[6-(methylamino)-3-pyridyl]pyrrolidin-3-yl]methanone